(2s,4s)-2-(4-(3-(Trifluoromethyl)phenyl)piperidine-1-carbonyl)-7-oxa-5-azaspiro[3.4]octan-6-one FC(C=1C=C(C=CC1)C1CCN(CC1)C(=O)C1CC2(C1)NC(OC2)=O)(F)F